[Mo+5].C(CCCCCCCCCCCCCCCCC)C1(CCC2=C(C=CC=C12)[N+](=O)[O-])S(=O)(=O)[O-].C(CCCCCCCCCCCCCCCCC)C1(CCC2=C(C=CC=C12)[N+](=O)[O-])S(=O)(=O)[O-].C(CCCCCCCCCCCCCCCCC)C1(CCC2=C(C=CC=C12)[N+](=O)[O-])S(=O)(=O)[O-].C(CCCCCCCCCCCCCCCCC)C1(CCC2=C(C=CC=C12)[N+](=O)[O-])S(=O)(=O)[O-].C(CCCCCCCCCCCCCCCCC)C1(CCC2=C(C=CC=C12)[N+](=O)[O-])S(=O)(=O)[O-] 1-octadecyl-4-nitroindansulfonate molybdenum (V)